N-(5-Cyclopropyl-1,3,4-thiadiazol-2-yl)-2-(3,5-dicyanophenyl)-2-(3,3-difluorocyclopentyl)acetamide C1(CC1)C1=NN=C(S1)NC(C(C1CC(CC1)(F)F)C1=CC(=CC(=C1)C#N)C#N)=O